N-[(1r,3R,5S,7r)-3,5-dimethyladamantan-1-yl]-4-{4-[(2,4-dioxothiazolidin-5-yl)methyl]phenoxy}piperidin-1-carboxamide C[C@]12CC3(CC(C[C@@](C1)(C3)C)C2)NC(=O)N2CCC(CC2)OC2=CC=C(C=C2)CC2C(NC(S2)=O)=O